N1=CC(=CC=C1)C1=NOC(=C1)CC=1OC=C(N1)C(=O)OCC ethyl 2-((3-(pyridin-3-yl)isoxazol-5-yl)methyl)oxazole-4-carboxylate